C(C(CC(C)=O)=O)[In](CC(CC(C)=O)=O)CC(CC(C)=O)=O tris(2,4-pentanedionyl)indium